C(C)C1=NC=CC=C1 2-Ethyl-Pyridine